BrC=1C=NC=2N(C1)N=CC2C(C)C 6-bromo-3-isopropylpyrazolo[1,5-a]pyrimidine